(6,7-dichloro-1-methyl-9-vinyl-1,3,4,5-tetrahydro-2H-pyrido[4,3-b]indol-2-yl)(5-methoxypyrimidin-2-yl)methanone ClC1=C(C=C(C=2C3=C(NC12)CCN(C3C)C(=O)C3=NC=C(C=N3)OC)C=C)Cl